BrC1=CC(=C(C=C1F)CC(=O)OCC)COCC1=C(C=CC(=C1)Cl)COC1=NC(=CC=C1)Cl Ethyl 2-[4-bromo-2-[[5-chloro-2-[(6-chloro-2-pyridyl)oxymethyl]phenyl]methoxymethyl]-5-fluoro-phenyl]acetate